FC(CC=1C=C2C(=NC=NC2=CC1)N1CCC2(CCN(CC2)CC2=CC=C(C=C2)NS(=O)(=O)CC)CC1)(F)F N-[4-({9-[6-(2,2,2-trifluoroethyl)quinazolin-4-yl]-3,9-diazaspiro[5.5]undec-3-yl}methyl)phenyl]ethanesulfonamide